ClC1=C(C=CC(=C1)F)C(CCO)O 1-(2-chloro-4-fluorophenyl)propane-1,3-diol